CC(CC1=CC=CC=C1)(C)NC(OC)=O methyl 2-methyl-1-phenylpropan-2-ylcarbamate